FC1=CC=C(C=C1)[C@@H]1N(CCC2=CC=CC=C12)C(=O)[C@H]1[C@H](CN(CCO1)C(=O)OC(C)(C)C)O tert-butyl (6S,7r)-7-((S)-1-(4-fluorophenyl)-1,2,3,4-tetrahydroisoquinoline-2-carbonyl)-6-hydroxy-1,4-oxaazepane-4-carboxylate